tert-butyl N-[3-[1-[4-[3-[(4-methoxyphenyl)methyl]-2,4-dioxohexahydropyrimidin-1-yl]phenyl]-4-piperidyl]propyl]carbamate COC1=CC=C(C=C1)CN1C(N(CCC1=O)C1=CC=C(C=C1)N1CCC(CC1)CCCNC(OC(C)(C)C)=O)=O